tert-butyl 9-(3-hydroxypropyl)-3-azaspiro[5.5]undecan-3-carboxylate OCCCC1CCC2(CCN(CC2)C(=O)OC(C)(C)C)CC1